(S)-6-bromo-2,3-dihydro-1H-inden-1-ol BrC1=CC=C2CC[C@@H](C2=C1)O